CC([O-])CC.CC([O-])CC.CC([O-])CC.C(C)(C)[Sn+3] iso-propyltin tris(sec-butoxide)